(3-(methoxymethyl)-4-nitrophenoxy)acetic acid COCC=1C=C(OCC(=O)O)C=CC1[N+](=O)[O-]